O1C(=CC=C1)C=1C=2N(C=C(N1)NC(CC)=O)C=C(N2)C N-[8-(furan-2-yl)-2-methylimidazo[1,2-a]pyrazin-6-yl]propanamide